5-(8-bromoindolizine-3-carbonyl)-2-fluorobenzonitrile BrC1=CC=CN2C(=CC=C12)C(=O)C=1C=CC(=C(C#N)C1)F